[Na+].C1(CCC(N1S(=O)(=O)[O-])=O)=O succinimidyl-sulfonate sodium salt